6-tert-butyl-4-(cycloheptyloxy)-5-(3,4-dichlorophenyl)thieno[2,3-d]pyrimidine C(C)(C)(C)C1=C(C2=C(N=CN=C2OC2CCCCCC2)S1)C1=CC(=C(C=C1)Cl)Cl